3-((8-chloro-1-(2,6-dichloro-4-(2-hydroxyethoxy) phenyl)-2-methyl-4-oxo-1,4-dihydro-1,6-naphthyridin-5-yl)oxy)-1-(methylamino)-1-oxopropan-2-yl dihydrogen phosphate P(=O)(OC(C(=O)NC)COC1=C2C(C=C(N(C2=C(C=N1)Cl)C1=C(C=C(C=C1Cl)OCCO)Cl)C)=O)(O)O